ethyl (E)-4-((3-chloro-4-fluorophenyl) (ethyl) amino)-4-oxobut-2-enoate ClC=1C=C(C=CC1F)N(C(/C=C/C(=O)OCC)=O)CC